(2-{2-[5'-fluoro-1'-methyl-7-(methylsulfanyl)-[4,6'-biindazol]-1-yl]acetamido}acetamido)acetic acid FC=1C=C2C=NN(C2=CC1C=1C=2C=NN(C2C(=CC1)SC)CC(=O)NCC(=O)NCC(=O)O)C